(10-(2,4-bis(2-hydroxyphenyl)-1H-imidazol-1-yl)decyl)triphenylphosphonium chloride [Cl-].OC1=C(C=CC=C1)C=1N(C=C(N1)C1=C(C=CC=C1)O)CCCCCCCCCC[P+](C1=CC=CC=C1)(C1=CC=CC=C1)C1=CC=CC=C1